(S)-4-(4-methylpyrazolo[1,5-a]pyridin-2-yl)-5-(pyridin-2-yl)-4,5,6,7-tetrahydro-1H-imidazo[4,5-c]pyridine CC=1C=2N(C=CC1)N=C(C2)[C@H]2N(CCC1=C2N=CN1)C1=NC=CC=C1